S1C=C(C=C1)C1NCCC1 2-(thiophene-3-yl)pyrrolidine